ClC=1C=C2C(=CC1)NC(C21CCN(CC1)CCOC1=CC=C(C=C1)S(=O)(=O)C1CC(C1)O)=O 5-chloro-1'-(2-{4-[(3-hydroxycyclobutyl)sulfonyl]phenoxy}ethyl)-1,2-dihydrospiro[indole-3,4'-piperidin]-2-one